CCCCC[C@@H](/C=C/C=C\\C=C\\C=C\\[C@@H]([C@H](CCCC(=O)O)O)O)O The molecule is a C20 hydroxy fatty acid having (5S)-, (6S)- and (15S)-hydroxy groups as well as (7E)- (9E)-, (11Z)- and (13E)-double bonds. It has a role as a metabolite. It is a lipoxin, a long-chain fatty acid and a hydroxy polyunsaturated fatty acid.